5-formyl-deoxyuridine C(=O)C=1C(NC(N([C@H]2C[C@H](O)[C@@H](CO)O2)C1)=O)=O